FC(OC1=C(NC2=C(NC3=C2C(NCC3)=O)C3=C(C=NC=C3)OCCN(C)C)C=CC=C1F)F 3-[2-(difluoromethoxy)-3-fluoroanilino]-2-{3-[2-(dimethylamino)ethoxy]pyridin-4-yl}-1,5,6,7-tetrahydro-4H-pyrrolo[3,2-c]pyridin-4-one